C(C)(C)(C)OC(NC1CN(CCC1)C(=O)C1=CC2=C(N(C(=N2)C2=CC3=C(C(N(C=C3)C)=O)N2CC2CC2)C)C(=C1)OC)=O (1-(2-(1-(cyclopropylmethyl)-6-methyl-7-oxo-6,7-dihydro-1H-pyrrolo[2,3-c]pyridin-2-yl)-7-methoxy-1-methyl-1H-benzo[d]imidazole-5-carbonyl)piperidin-3-yl)carbamic acid tert-butyl ester